Cl.FC1=NC(=CC=C1OC1CC(C1)NCC1=C2C=CN=CC2=CC=C1F)C(F)(F)F (1r,3r)-3-((2-fluoro-6-(trifluoromethyl)pyridin-3-yl)oxy)-N-((6-fluoroisoquinolin-5-yl)methyl)cyclobutan-1-amine hydrochloride